(S)-2-amino-3-[3,4-dihydroxyphenyl]-2-methyl-propionic acid N[C@](C(=O)O)(CC1=CC(=C(C=C1)O)O)C